octadeca-9,12-dien-1-yl 5-bromopentanoate BrCCCCC(=O)OCCCCCCCCC=CCC=CCCCCC